P(=O)(O\C=C\C)([O-])[O-] trans-propenyl phosphate